O[C@@]1([C@H](CCC1)N1C(C(=CC2=C1N=C(N=C2)NC2CCN(CC2)S(=O)(=O)C)C)=O)C (+)-8-((1S,2S)-2-hydroxy-2-methylcyclopentyl)-6-methyl-2-((1-(methylsulfonyl)piperidin-4-yl)amino)pyrido[2,3-d]pyrimidin-7(8H)-one